methyl 6-methoxybenzo[d]oxazole-4-carboxylate COC=1C=C2C(N=CO2)=C(C1)C(=O)OC